FC1=C(OC2=C(N=C(S2)C(=O)OC)C)C=CC(=C1)N1N=CN(C1=O)C1=C(C=CC(=C1)C)OC methyl 5-{2-fluoro-4-[4-(2-methoxy-5-methylphenyl)-5-oxo-1,2,4-triazol-1-yl]phenoxy}-4-methyl-1,3-thiazole-2-carboxylate